(5'S,7a'R)-1-(2-methoxypyrimidin-4-yl)-5'-phenyltetrahydro-3'H-spiro[piperidine-4,2'-pyrrolo[2,1-b][1,3]oxazol]-3'-one COC1=NC=CC(=N1)N1CCC2(C(N3[C@H](O2)CC[C@H]3C3=CC=CC=C3)=O)CC1